3-[[(3-fluoro-4-methoxy-phenyl)methyl-[2-(hydroxyamino)-2-oxo-ethyl]amino]methyl]benzoic acid FC=1C=C(C=CC1OC)CN(CC(=O)NO)CC=1C=C(C(=O)O)C=CC1